2-(3-ethylsulfonyl-7-iodoimidazo[1,2-a]pyridin-2-yl)-3-methyl-6-(trifluoromethyl)imidazo[4,5-b]pyridine C(C)S(=O)(=O)C1=C(N=C2N1C=CC(=C2)I)C2=NC=1C(=NC=C(C1)C(F)(F)F)N2C